methacryloxypropyltri(isopropoxy)silane C(C(=C)C)(=O)OCCC[Si](OC(C)C)(OC(C)C)OC(C)C